C1([C@H](O)[C@@H](O)[C@H](O1)[C@H](O)CO)C=1OCC[NH+]1 glucofuranosyl-oxazolinium